(S)-2-(8-(isobutoxycarbonylamino)dibenzo[b,d]furan-3-sulfonamido)-3-methyl-butanoic acid C(C(C)C)OC(=O)NC=1C=CC2=C(C3=C(O2)C=C(C=C3)S(=O)(=O)N[C@H](C(=O)O)C(C)C)C1